C1(CCC1)N1C(C(N(C=C1)CC=1N=NC(=CC1)C1=C(C=CC=C1F)F)=O)=O 1-cyclobutyl-4-((6-(2,6-difluorophenyl)pyridazin-3-yl)methyl)-1,4-dihydropyrazine-2,3-dione